ClC=1C=C(C(=O)OC)C=C(N1)Cl methyl 2,6-dichloroisonicotinate